N-(4-amino-3-methoxyphenyl)-2-methoxy-N-methylacetamide NC1=C(C=C(C=C1)N(C(COC)=O)C)OC